2,2'-biquinoline-N-oxide [N+]=1(C(=CC=C2C=CC=CC12)C1=NC2=CC=CC=C2C=C1)[O-]